4-(5-(5-methyl-1H-pyrrolo[2,3-b]pyridin-3-yl)phenyl)pyrrolidin-2-one CC=1C=C2C(=NC1)NC=C2C=2C=CC=C(C2)C2CC(NC2)=O